bis-trifluoromethyl-5,5'-diaminobiphenyl FC(F)(F)C=1C(=C(C=C(C1)N)C1=CC=CC(=C1)N)C(F)(F)F